N-(5-(cyclopropoxy-methyl)pyridin-2-yl)-2-((S)-4,4-difluoro-3-(6-oxo-1,6-dihydropyridin-3-yl)piperidin-1-yl)propanamide C1(CC1)OCC=1C=CC(=NC1)NC(C(C)N1C[C@@H](C(CC1)(F)F)C1=CNC(C=C1)=O)=O